FC1=C(CNC([O-])=O)C(=C(C(=C1F)S(NC1=CC=C(C=C1)C(NC1=CC(=CC=C1)C1=CC2=C(N(C=N2)C)C=C1C(F)(F)F)=O)(=O)=O)F)F (2,3,5,6-tetrafluoro-4-(N-(4-((3-(1-methyl-6-(trifluoromethyl)-1H-benzo[d]imidazol-5-yl)phenyl)carbamoyl)phenyl)sulfamoyl)benzyl)carbamate